cesium iodide cesium [Cs+].[I-].[Cs+].[I-]